4-(methylthio)-6-(4-(methylthio)phenyl)-2-oxo-2H-pyran-3-carbonitrile CSC1=C(C(OC(=C1)C1=CC=C(C=C1)SC)=O)C#N